3,3',5,5'-tetrakis(methoxymethyl)-1,1'-biphenyl-4,4'-diol COCC=1C=C(C=C(C1O)COC)C1=CC(=C(C(=C1)COC)O)COC